FC1=C(C(=C(C=C1F)F)F)F 1,2,3,4,6-pentafluorobenzene